1-(2-chlorophenyl)propan-1-amine hydrochloride Cl.ClC1=C(C=CC=C1)C(CC)N